COC=1C=C2N=C3CCCCC3=C(C2=CC1OC)N[C@H]1CN(CCC1)CCO 2-[(3R)-3-[(6,7-dimethoxy-1,2,3,4-tetrahydroacridin-9-yl)amino]piperidin-1-yl]ethan-1-ol